C(C)C=1C=CC=C2C=CC=C(C12)N1CC=2N=C(N=C(C2CC1)N1CC(CCC1)N1S(CC(C1)C)(=O)=O)OCC12CCCN2CCC1 2-(1-(7-(8-ethylnaphthalen-1-yl)-2-((tetrahydro-1H-pyrrolizin-7a(5H)-yl)methoxy)-5,6,7,8-tetrahydropyrido[3,4-d]pyrimidin-4-yl)piperidin-3-yl)-4-methylisothiazolidine 1,1-dioxide